C(C)(=O)NCCCCCC(=O)SCCNC(CCNC([C@@H](C(COP(OP(OC[C@@H]1[C@H]([C@H]([C@@H](O1)N1C=NC=2C(N)=NC=NC12)O)OP(=O)(O)O)(=O)O)(=O)O)(C)C)O)=O)=O 6-acetamidohexanoyl-CoA